(2-(propylcarbamoyl)-3-aminophenyl)(bipyridine) palladium (II) [Pd+2].C(CC)NC(=O)C1=C(C=CC=C1N)C=1C(=NC=CC1)C1=NC=CC=C1